OC=1C(=C(C(=CC1)C)N1C=C2C(NC(=CC=3C2=C1N=C(N3)C)C3=NC=NC=C3)=O)C 2-(3-Hydroxy-2,6-dimethylphenyl)-4-methyl-7-(pyrimidin-4-yl)-2,8-dihydro-9H-2,3,5,8-tetraazabenzo[cd]azulene-9-one